4-carboxyl-2-hydroxymuconic acid C(=O)(O)/C(/C=C(/C(=O)O)\O)=C\C(=O)O